CN1C(CC(C1)C(=O)OC)=O 1-methyl-4-methoxycarbonyl-2-pyrrolidone